cyclohexyl ((R)-(((2S,3S,4R,5R)-5-(4-amino-2-oxopyrimidin-1(2H)-yl)-2-fluoro-3,4-dihydroxy-4-methyltetrahydrofuran-2-yl)methoxy)(phenoxy)phosphoryl)-L-alaninate NC1=NC(N(C=C1)[C@H]1[C@]([C@@H]([C@@](O1)(F)CO[P@@](=O)(OC1=CC=CC=C1)N[C@@H](C)C(=O)OC1CCCCC1)O)(C)O)=O